CC1=NC2=CC=CC(=C2C(N1C1CNCCC1)=O)NCCOCCN1CCOCC1 3-(2-methyl-5-((2-(2-morpholinoethoxy)ethyl)amino)-4-oxoquinazolin-3(4H)-yl)piperidine